S(=O)(=O)([O-])[O-].[Fe+2].[NH4+] ammonium iron(II) sulfate